tert-butyl 6-(2-amino-5-bromopyridin-3-yl)-1-oxo-3,4-dihydroisoquinoline-2(1H)-carboxylate NC1=NC=C(C=C1C=1C=C2CCN(C(C2=CC1)=O)C(=O)OC(C)(C)C)Br